C1(=CC=CC=C1)S(=O)(=N)C1=CC=CC=C1 S,S-diphenylsulfoximine